C(C1=CC=CC=C1)OCC1=C(C=C(C=C1)NC(C1=CC(=CC=C1)B1OC(C(O1)(C)C)(C)C)=O)F N-(4-((benzyloxy)methyl)-3-fluorophenyl)-3-(4,4,5,5-tetramethyl-1,3,2-dioxaborolan-2-yl)benzamide